n-decylamid C(CCCCCCCCC)[NH-]